5-cyclopropyl-1H-pyrazole-1-carboxylic acid tert-butyl ester C(C)(C)(C)OC(=O)N1N=CC=C1C1CC1